C(C)(=O)C=1C=C(C=CC1)C(C)NC=1C2=C(N=CN1)CN(C2)C(=O)OC(C)(C)C tert-Butyl 4-[1-(3-acetylphenyl) ethylamino]-5,7-dihydropyrrolo[3,4-d]pyrimidine-6-carboxylate